tert-butyl 2-(4-benzyl-2-(2-isopropylphenyl) piperidin-1-yl)-7-azaspiro[3.5]nonane-7-carboxylate C(C1=CC=CC=C1)C1CC(N(CC1)C1CC2(C1)CCN(CC2)C(=O)OC(C)(C)C)C2=C(C=CC=C2)C(C)C